ClC=1C(=C(C(=CC1)OC)C1=C(C(=O)NC=2SC(=NN2)CO[C@@H]2CN(CC2)S(=O)(=O)C2(CC=CC=C2)C)C=CC(=N1)C)F (3-chloro-2-fluoro-6-methoxyphenyl)-6-methyl-N-(5-((((S)-1-methylbenzenesulfonylpyrrolidin-3-yl)oxy)methyl)-1,3,4-thiadiazol-2-yl)nicotinamide